2,3,4,5,6-pentahydroxy-2-(hydroxymethyl)hexanoic acid OC(C(=O)O)(C(C(C(CO)O)O)O)CO